C[N+](C1=CC=CC=C1)(C)[O-] N,N-dimethylaniline-N-oxide